N-methyl-N-((1S,3R)-3-((6-(1-methyl-1H-pyrazol-4-yl)pyrazolo[1,5-a]pyrazin-4-yl)oxy)cyclohexyl)but-2-ynamide CN(C(C#CC)=O)[C@@H]1C[C@@H](CCC1)OC=1C=2N(C=C(N1)C=1C=NN(C1)C)N=CC2